C(C)S(=O)(=O)C=1C=C(C=NC1C1=NC2=C(C(N(C(=C2)C(F)(F)F)OC)=O)N1C)OC(C#N)(C)C 2-[[5-ethylsulfonyl-6-[5-methoxy-3-methyl-4-oxo-6-(trifluoromethyl)imidazo[4,5-c]pyridin-2-yl]-3-pyridinyl]oxy]-2-methyl-propionitrile